tert-butyl 6,6-difluoro-3-hydroxy-8-azabicyclo[3.2.1]octane-8-carboxylate FC1(C2CC(CC(C1)N2C(=O)OC(C)(C)C)O)F